ON=O hydroxyiminooxygen